N-hexadecyl-N-tetradecyl-tolylammonium [tetrakis(perfluorophenyl)borate] FC1=C(C(=C(C(=C1F)F)F)F)[B-](C1=C(C(=C(C(=C1F)F)F)F)F)(C1=C(C(=C(C(=C1F)F)F)F)F)C1=C(C(=C(C(=C1F)F)F)F)F.C(CCCCCCCCCCCCCCC)[NH+](CCCCCCCCCCCCCC)C1=C(C=CC=C1)C